FC1=C(C=CC=2C(C3=C(SCC21)C=CC=C3)N3N2C(C(N1C3COCC1)=O)=C(C(C(=C2)P(=O)(C)C)=O)O)F 12-(7,8-Difluoro-6,11-Dihydrodibenzo[b,e]Thiepin-11-yl)-9-(Dimethylphosphoryl)-7-Hydroxy-3,4,12,12a-Tetrahydro-1H-[1,4]Oxazino[3,4-c]Pyrido[2,1-f][1,2,4]Triazine-6,8-Dione